C(#N)C=1C=NC(=NC1)N1C[C@H](N([C@H](C1)C)C(=O)NCCC1CCN(CC1)CC1=C(C=CC=C1)OC)C (2R,6S)-4-(5-cyanopyrimidin-2-yl)-N-(2-{1-[(2-methoxyphenyl)-methyl]piperidin-4-yl}ethyl)-2,6-dimethylpiperazine-1-carboxamide